(R)-4-(sec-butoxy)benzonitrile [C@@H](C)(CC)OC1=CC=C(C#N)C=C1